5-(4-chloropiperazin-1-yl)-2-hydroxy-2,3-dihydro-1,4-benzodioxine ClN1CCN(CC1)C1=CC=CC=2OC(COC21)O